2-[7-[(3R,5R)-1-ethyl-5-fluoro-3-piperidyl]-5,6-dihydropyrrolo[2,3-c]pyridazin-3-yl]-3-methyl-5-(trifluoromethyl)phenol C(C)N1C[C@@H](C[C@H](C1)F)N1CCC2=C1N=NC(=C2)C2=C(C=C(C=C2C)C(F)(F)F)O